C(C)OC1=C(C=CC(=C1F)F)[C@H]1C(O[C@]([C@@H]1C)(C(F)(F)F)C)C(=O)NC1=C[C@H]([N+](C=C1)=O)C(=O)N (2S,3S,4R,5R)-4-[[3-(2-ethoxy-3,4-difluoro-phenyl)-4,5-dimethyl-5-(trifluoromethyl)tetrahydrofuran-2-carbonyl]amino]-1-oxo-pyridin-1-ium-2-carboxamide